C(C)OC(=O)C1=C(N=C2N1C=CC=C2)Br bromoimidazo[1,2-a]pyridine-3-carboxylic acid ethyl ester